2-(6-bromo-2-chloro-3-fluoropyridin-4-yl)propan-2-ol BrC1=CC(=C(C(=N1)Cl)F)C(C)(C)O